monomethylolmelamine C(O)NC1=NC(=NC(=N1)N)N